N1(CCCCC1)C1=C(N)C=C(C=C1)N1CCCCC1 2,5-di(piperidin-1-yl)aniline